NC1=CC(=C(C=C1)CCN1[C@H](OCC1=O)C1=C(N=C(O1)C1=CC=C(C=C1)Br)C1=CC=C(C=C1)F)F (2R)-3-(4-amino-2-fluorophenylethyl)-2-(2-(4-bromophenyl)-4-(4-fluorophenyl)oxazol-5-yl)oxazolidin-4-one